C(C)C1=CC=C(C=C1)N1C(C(C(C1=O)C1(NC2=CC=CC=C2C1=O)C1=CC=CC=C1)O)=O 1-(4-Ethylphenyl)-3-hydroxy-4-(3-oxo-2-phenylindolin-2-yl)pyrrolidine-2,5-dione